tert-butyl 2-(chloromethyl)-6,7-dihydropyrazolo[1,5-a]pyrazine-5(4H)-carboxylate ClCC1=NN2C(CN(CC2)C(=O)OC(C)(C)C)=C1